C1(CCC1)C(CN)NCCOC 1-cyclobutyl-N1-(2-methoxyethyl)ethane-1,2-diamine